CNC1=C(C=CC=C1)NC N,N'-dimethylphenylenediamine